ClC1=CC=C(C=N1)S(=O)N 6-chloropyridine-3-sulfinamide